OC(C(=O)O)CCP(=O)(OCO)O 2-hydroxy-4-(hydroxymethylphosphono)butyric acid